pyrido[2,3-d]pyrimidin-7(8H)-one TFA salt OC(=O)C(F)(F)F.N1=CN=CC2=C1NC(C=C2)=O